bis(cyclopentadienyl)bis(trimethylsilyl)zirconium C1(C=CC=C1)[Zr]([Si](C)(C)C)([Si](C)(C)C)C1C=CC=C1